COC1=NC=C(C=C1C(=O)N)NC(C(N1[C@H](CC[C@@H](C1)C)C=1C=CC2=C(N=C(S2)C=2CCCN(CC2)C)C1)=O)=O 2-methoxy-5-[[2-oxo-2-[(2R,5S)-5-methyl-2-[2-(1-methyl-2,3,4,7-tetrahydroazepin-5-yl)-1,3-benzothiazol-5-yl]-1-piperidyl]acetyl]amino]pyridine-3-carboxamide